C(C)OC(=O)[C@H]1[C@@H](C1)C1=NC=CN=C1CN (1R,2R)-2-(3-(aminomethyl)pyrazin-2-yl)cyclopropane-1-carboxylic acid ethyl ester